COS(=O)(=O)[O-].C(CCCCCCC\C=C/C\C=C/CCCCC)(=O)OCC[NH+](CCO)C N-linoleoyloxyethyl-N-hydroxyethyl-methyl-ammonium methylsulfate